ClC=1C=C(C=C(C1F)Cl)C1(CC(=NO1)C1=CC(=C(C(=O)O)C=C1)C)C(F)(F)F 4-(5-(3,5-dichloro-4-fluorophenyl)-5-trifluoromethyl-4,5-dihydroisoxazol-3-yl)-2-methylbenzoic acid